ethyl 5-(p-tolyl)thiazole-2-carboxylate C1(=CC=C(C=C1)C1=CN=C(S1)C(=O)OCC)C